ClCCCOC=1C2=CC=CC=C2C(=C2C=CC=CC12)OCCCCl 9,10-bis-(3-chloropropoxy)anthracene